3-[rac-(1R,3S)-3-hydroxy-3-(trifluoromethyl)cyclopentyl]urea O[C@@]1(C[C@@H](CC1)NC(N)=O)C(F)(F)F |r|